1-(11Z,14Z-eicosadienoyl)-2-(7Z,10Z,13Z,16Z-docosatetraenoyl)-glycero-3-phosphocholine CCCCC/C=C\C/C=C\CCCCCCCCCC(=O)OC[C@H](COP(=O)([O-])OCC[N+](C)(C)C)OC(=O)CCCCC/C=C\C/C=C\C/C=C\C/C=C\CCCCC